C(C)(C)(C)OC(=O)N(C(OCCCC)=O)C1=NC=C(C=C1Cl)C1CC(CC1)=O butyl N-tert-butoxycarbonyl-N-[3-chloro-5-[3-oxocyclopentyl]-2-pyridyl]carbamate